heptanetriamine C(CCCCCC)(N)(N)N